2,3-dihydroxypropane-1-sulfonate sodium salt [Na+].OC(CS(=O)(=O)[O-])CO